triethoxysilyl-2-tris(morpholino)silylethylene C(C)O[Si](OCC)(OCC)C=C[Si](N1CCOCC1)(N1CCOCC1)N1CCOCC1